NC=1C2=C(N=CN1)N(C=C2C2=CN(C1=CC=CC=C21)C(=O)OC(C)(C)C)CC(=O)N2[C@@H](C[C@H](C2)F)C(NCC2=C(C(=CC=C2)Cl)F)=O tert-butyl 3-(4-amino-7-(2-((2s,4r)-2-((3-chloro-2-fluorobenzyl) carbamoyl)-4-fluoropyrrolidin-1-yl)-2-oxoethyl)-7H-pyrrolo[2,3-d]pyrimidin-5-yl)-1H-indole-1-carboxylate